4-fluoro-N-{[3-fluoro-4-(propan-2-yl)phenyl](phenyl)methyl}-1-[2-(1H-1,2,3,4-tetrazol-1-yl)propanoyl]pyrrolidine-2-carboxamide FC1CC(N(C1)C(C(C)N1N=NN=C1)=O)C(=O)NC(C1=CC=CC=C1)C1=CC(=C(C=C1)C(C)C)F